7-oxa-3,20-diazadispiro(5.1.11.2)heneicosane-20-propionic acid C1CNCCC12OC1(CCCCCCCCCCC1)N(C2)CCC(=O)O